(S)-2-((S)-3,3-Difluorocyclopentyl)-N-(5,6-dihydro-4H-cyclopenta[d]thiazol-2-yl)-2-(4-(2-methyl-2H-tetrazol-5-yl)phenyl)acetamide FC1(C[C@H](CC1)[C@H](C(=O)NC=1SC2=C(N1)CCC2)C2=CC=C(C=C2)C=2N=NN(N2)C)F